4-(trifluoromethyl)quinolineformylhydrazine FC(C1=CC(=NC2=CC=CC=C12)C(=O)NN)(F)F